(R)-2,2-Difluoro-2-(2-fluoro-3-(1-((2,6,8,8-tetramethyl-7,8-dihydro-6H-[1,4]oxazino[3,2-g]quinazolin-4-yl)amino)ethyl)phenyl)ethan-1-ol FC(CO)(C1=C(C(=CC=C1)[C@@H](C)NC1=NC(=NC2=CC3=C(C=C12)N(CC(O3)(C)C)C)C)F)F